[Si](C)(C)(C(C)(C)C)OCC1CCC(CC1)C(=O)O (1s,4s)-4-(((tert-butyldimethylsilyl)oxy)methyl)cyclohexane-1-carboxylic acid